N1C(CCC1)C(=O)OOC1=CC(=C(C=C1)OC(F)F)OCC1CC1 (3-(cyclopropylmethoxy)-4-(difluoromethoxy) phenoxy) pyrrolidine-2-carboxylate